CN1C(CCC2=C(C=CC=C12)B1OC(C(O1)(C)C)(C)C)=O 1-methyl-5-(tetramethyl-1,3,2-dioxaborolan-2-yl)-1,2,3,4-tetrahydroquinolin-2-one